BrC=1C=C(C(=O)OC)C(=CN1)F methyl 2-bromo-5-fluoroisonicotinate